COC1=C2N(C(C=C1CC1=CC3=CC=CC=C3C=C1)=O)C(CS2)CCB(O)O (2-(8-methoxy-7-(naphthalen-2-ylmethyl)-5-oxo-3,5-dihydro-2H-thiazolo[3,2-a]pyridin-3-yl)ethyl)boronic acid